2-(2,4-difluoro-5-(2-(((S)-phenyl((R)-1,2,3,4-tetrahydro-1,5-naphthyridin-3-yl)methyl)amino)ethyl)phenyl)acetic acid FC1=C(C=C(C(=C1)F)CCN[C@@H]([C@H]1CNC2=CC=CN=C2C1)C1=CC=CC=C1)CC(=O)O